FC1=C(C(=O)C2=CC=3C(=CN=C(C3)NC3=C(C=CC=C3NC(C=C)=O)C)O2)C(=C(C=C1OC)OC)F N-(2-((2-(2,6-difluoro-3,5-dimethoxybenzoyl)furo[2,3-c]pyridin-5-yl)amino)-3-tolyl)acrylamide